[N+](=O)(O[N+](=O)[O-])[O-] nitryl nitrate